2-(1-(6,7-Dihydro-5H-pyrrolo[1,2-a]imidazol-3-yl)-4-(trimethylsilyl)but-3-yn-1-yl)-4-fluoroisoindolin-1-one N1=C2N(C(=C1)C(CC#C[Si](C)(C)C)N1C(C3=CC=CC(=C3C1)F)=O)CCC2